BrC1=CC(=C(C=C1)CC(=O)NC1=C(C=C(C(=O)OC)C=C1)NCC1(CC1)CO)F Methyl 4-(2-(4-bromo-2-fluorophenyl)acetamido)-3-(((1-(hydroxymethyl)cyclopropyl)methyl)amino)benzoate